C4,7alpha-hydroxy-4-cholesten-3-one O[C@H]1[C@H]2[C@@H]3CC[C@H]([C@@H](CCCC(C)C)C)[C@]3(CC[C@@H]2[C@]2(CCC(C=C2C1)=O)C)C